8-(Bicyclo[3.2.1]octan-3-yl)-9-(4-((1-(3-fluoropropyl)azetidin-3-yliden)methyl)phenyl)-6,7-dihydro-5H-benzo[7]annulen C12CC(CC(CC1)C2)C=2CCCC1=C(C2C2=CC=C(C=C2)C=C2CN(C2)CCCF)C=CC=C1